CN(CCN(C1=C(C=C(C=C1)NC=1N=C(C2=C(N1)NC=C2)C2=CN(C1=CC=CC=C21)C)S(=O)(=O)C)C)C N1-(2-(dimethylamino)ethyl)-N1-methyl-N4-(4-(1-methyl-1H-indol-3-yl)-7H-pyrrolo[2,3-d]pyrimidin-2-yl)-2-(methylsulfonyl)benzene-1,4-diamine